ethyl (E)-2-(cyclopropanecarbonyl)-3-(dimethylamino)acrylate C1(CC1)C(=O)/C(/C(=O)OCC)=C\N(C)C